3-chloro-N-((2-(6-((cis)-2,6-dimethylmorpholino)-4-fluoropyridin-2-yl)-1,6-naphthyridin-7-yl)methyl)-5-(1-hydroxyethyl)benzamide ClC=1C=C(C(=O)NCC2=NC=C3C=CC(=NC3=C2)C2=NC(=CC(=C2)F)N2C[C@@H](O[C@@H](C2)C)C)C=C(C1)C(C)O